NC1=C(C(=NC=C1C(=O)N)OC1=C(C(=CC=C1)C)C)C1=C(C(=CC=C1C)OC)C 4-amino-6-(2,3-dimethylphenoxy)-5-(3-methoxy-2,6-dimethylphenyl)nicotinamide